C(C)(C)(C)OC(=O)N1CCC(CC1)N1C(N(C=2C(C1)=CN(N2)C)CC2=C(C=CC=C2)C(F)(F)F)=O 4-[2-Methyl-6-oxo-7-(2-trifluoromethylbenzyl)-2,4,6,7-tetrahydro-pyrazolo[3,4-d]pyrimidin-5-yl]-piperidine-1-carboxylic acid tert-butyl ester